3-(4-[(2S,4Z)-2-(Hydroxymethyl)-4-(methoxyimino)pyrrolidine-1-carbonyl]-1-methyl-1H-indazol-7-yl)-2-methylbenzonitrile OC[C@H]1N(C\C(\C1)=N/OC)C(=O)C1=C2C=NN(C2=C(C=C1)C=1C(=C(C#N)C=CC1)C)C